FC1=CC=C(C=C1)C(C(=O)OC(C)C)N1C[C@@H](N(C[C@H]1C)C(=O)OC(C)(C)C)C tert-butyl (2s,5r)-4-(1-(4-fluorophenyl)-2-isopropoxy-2-oxoethyl)-2,5-dimethylpiperazine-1-carboxylate